tert-butyl 2-(chloromethyl)-5-methoxy-1H-indole-1-carboxylate ClCC=1N(C2=CC=C(C=C2C1)OC)C(=O)OC(C)(C)C